Ethyl 3-((4-carbamoylphenoxy)methyl)-4-chlorobenzo[b]thiophene-2-carboxylate C(N)(=O)C1=CC=C(OCC=2C3=C(SC2C(=O)OCC)C=CC=C3Cl)C=C1